tert-butyl N-chlorosulfonylcarbamate ClS(=O)(=O)NC(OC(C)(C)C)=O